4-((5-(2-acetylhydrazine-1-carbonyl)pyridin-2-yl)oxy)benzene C(C)(=O)NNC(=O)C=1C=CC(=NC1)OC1=CC=CC=C1